C[C@@H]1COCCN1C=1C=C(C=2N(N1)C(=NC2)C2=CC=NN2)C=2C=C(C#N)C=CC2 (R)-3-(2-(3-methylmorpholino)-7-(1H-pyrazol-5-yl)imidazo[1,5-b]pyridazin-4-yl)benzonitrile